4-(2-ethylimidazol-1-yl)benzoic acid C(C)C=1N(C=CN1)C1=CC=C(C(=O)O)C=C1